2-amino-4-(5-(benzyloxy)-2,4-dichlorophenyl)-N-ethylthieno[2,3-d]pyrimidine-6-carboxamide NC=1N=C(C2=C(N1)SC(=C2)C(=O)NCC)C2=C(C=C(C(=C2)OCC2=CC=CC=C2)Cl)Cl